2-((2-chloro-5-fluorophenoxy)methyl)-5-(1H-tetrazol-5-yl)pyridine ClC1=C(OCC2=NC=C(C=C2)C2=NN=NN2)C=C(C=C1)F